C(CCCC)OC(CCCCCN(CCCCCC(=O)OCCCCC)CCN1CCN(CC1)CCN(CCCCCCCCCCCC)CCN(CCCCCCCCCCCC)CCCCCCCCCCCC)=O.CC1=C(C=C(C=C1)[N+](=O)[O-])NS(=O)=O.[Na] sodium N-(2-methyl-5-nitrophenyl)sulphonamide Dipentyl-6,6'-((2-(4-(2-((2-(didodecylamino)ethyl)(dodecyl)amino)ethyl)piperazin-1-yl)ethyl)azanediyl)dihexanoate